(S)-N-(7-amino-1-(methylsulfonyl)-2-oxohept-3-yl)cyclopentanecarboxamide NCCCC[C@@H](C(CS(=O)(=O)C)=O)NC(=O)C1CCCC1